O1CCC(CC1)N1CC2(CNC2)C1 6-(tetrahydro-2H-pyran-4-yl)-2,6-diazaspiro[3.3]heptane